ethyl (S,Z)-3-(4-(1-(3-((tert-butoxycarbonyl)amino)propyl)-2-((tertbutoxycarboxyl)imino)-3-methyl-2,3-dihydro-1H-imidazol-4-yl)phenoxy)-2-((1,3-dioxoisoindolin-2-yl)oxy)propanoate C(C)(C)(C)OC(=O)NCCCN1/C(/N(C(=C1)C1=CC=C(OC[C@@H](C(=O)OCC)ON2C(C3=CC=CC=C3C2=O)=O)C=C1)C)=N/C(=O)OOC(C)(C)C